CN1C(=CC(=C1)C1NOCC1)C#N 1-methyl-4-(1,2-oxazolidin-3-yl)-1H-pyrrole-2-carbonitrile